C(C)S(=O)(=O)C=1C=CC(=NC1C1=NC=2N(C=C1)N=C(C2)C(F)(F)F)N2CC=1N(CC2)C(=NN1)C(F)(F)F 7-(5-(ethylsulfonyl)-6-(2-(trifluoromethyl)pyrazolo[1,5-a]pyrimidin-5-yl)pyridin-2-yl)-3-(trifluoromethyl)-5,6,7,8-tetrahydro-[1,2,4]triazolo[4,3-a]pyrazine